2-(2-(((3-chloro-5-cyanophenyl)amino)-2-oxoacetylamino)-3-phenylpropionamido)benzoic acid ClC=1C=C(C=C(C1)C#N)NN(C(C(=O)NC1=C(C(=O)O)C=CC=C1)CC1=CC=CC=C1)C(C=O)=O